(1R,2R)-1-(4-bromophenyl)-2-(pyridin-2-ylmethyl)cyclohexanol BrC1=CC=C(C=C1)[C@@]1([C@H](CCCC1)CC1=NC=CC=C1)O